N-(2-(2-aminoethoxy)ethyl)-4-((3-(1-(cyclopropylmethyl)-3-(trifluoromethyl)-1H-pyrazol-4-yl)imidazo[1,2-a]pyrazin-8-yl)amino)-2-fluorobenzamide NCCOCCNC(C1=C(C=C(C=C1)NC=1C=2N(C=CN1)C(=CN2)C=2C(=NN(C2)CC2CC2)C(F)(F)F)F)=O